BrC=1C=2C3=C(NC2C(=C(C1)Cl)Cl)C(CNC(C3)=O)CC 10-bromo-7,8-dichloro-5-ethyl-3,4,5,6-tetrahydroazepino[4,5-b]indol-2(1H)-one